C(N)(=O)C1=CC(=NC=C1[N+](=O)[O-])N1[C@H](CN(CC1)C(=O)[O-])C (S)-4-(4-carbamoyl-5-nitropyridin-2-yl)-3-methylpiperazine-1-carboxylate